(2'-chloro-3-fluoro-[2,4'-bipyridine]-3'-yl) carbamate C(N)(OC=1C(=NC=CC1C1=NC=CC=C1F)Cl)=O